7-((S)-1-(((S)-1-((1-cyanocyclopropyl)amino)-4-fluoro-4-methyl-1-oxopentan-2-yl)amino)-2,2,2-trifluoroethyl)dibenzo[b,d]furan-2-carboxylic acid C(#N)C1(CC1)NC([C@H](CC(C)(C)F)N[C@H](C(F)(F)F)C1=CC2=C(C3=C(O2)C=CC(=C3)C(=O)O)C=C1)=O